FC1=CC=C(C=C1)[C@@H](C)NC1=CC=C(C=N1)C=1C=NC=C(C1)S(=O)C N-((R)-1-(4-fluorophenyl)ethyl)-5'-(methylsulfinyl)-[3,3'-bipyridin]-6-amine